2-(2,6-dimethylpyridin-4-yl)-5-[2-(morpholin-4-yl)ethyl]-3-(propan-2-yl)-1H-indole CC1=NC(=CC(=C1)C=1NC2=CC=C(C=C2C1C(C)C)CCN1CCOCC1)C